bis-(3-methoxypropyl)amine COCCCNCCCOC